CC=1C=C2CN(C(C2=CC1CC1=CC=C(C=C1)C1=NN(C=C1)C)=O)CC1OCCC1 5-methyl-6-(4-(1-methyl-1H-pyrazol-3-yl)benzyl)-2-(tetrahydrofuran-2-ylmethyl)isoindolin-1-one